C1(CCCC1)N1C(SC(=C1C)C1=NC(=NC=C1)NC1=NC=C(C=C1)N1CCNCC1)=O 3-cyclopentyl-4-methyl-5-(2-((5-(piperazin-1-yl)pyridin-2-yl)amino)pyrimidin-4-yl)thiazol-2(3H)-one